N-[6-[[8-chloro-3-(3-fluorophenyl)-1,5-dioxo-2,3-dihydroimidazo[1,5-a]pyridin-6-yl]amino]pyrimidin-4-yl]cyclopropanecarboxamide ClC1=C2N(C(C(=C1)NC1=CC(=NC=N1)NC(=O)C1CC1)=O)C(NC2=O)C2=CC(=CC=C2)F